1,7-dimethylheptane CCCCCCCCC